(S)-6-chloro-5-methoxy-1-methyl-3-(1H-pyrazol-4-yl)-2-(5-(2,2,2-trifluoro-1-methoxy-ethyl)-4H-1,2,4-triazol-3-yl)-1H-pyrrolo[3,2-b]pyridine ClC=1C=C2C(=NC1OC)C(=C(N2C)C2=NN=C(N2)[C@@H](C(F)(F)F)OC)C=2C=NNC2